2-[4-[(E)-3-(3-Hydroxy-4-methoxyphenyl)prop-2-enoyl]phenoxy]acetic acid OC=1C=C(C=CC1OC)/C=C/C(=O)C1=CC=C(OCC(=O)O)C=C1